[5-(2,4-difluorophenyl)-1,3,4-thiadiazol-2-yl]-[4-methyl-4-(1-methylpyrazol-4-yl)-1,3-dihydroisoquinolin-2-yl]methanone FC1=C(C=CC(=C1)F)C1=NN=C(S1)C(=O)N1CC2=CC=CC=C2C(C1)(C=1C=NN(C1)C)C